5-(2-{[(1R,2R)-2-hydroxycyclohexyl]amino}pyrimidin-5-yl)oxolan-3-yl N-isopropylcarbamate C(C)(C)NC(OC1COC(C1)C=1C=NC(=NC1)N[C@H]1[C@@H](CCCC1)O)=O